(3S)-3-[2-[4-[4-[(5-bromo-1-methyl-imidazole-2-carbonyl)amino]-2-chloro-benzoyl]piperazin-1-yl]-2-oxo-ethyl]pyrrolidine-1-carboxylic acid tert-butyl ester C(C)(C)(C)OC(=O)N1C[C@@H](CC1)CC(=O)N1CCN(CC1)C(C1=C(C=C(C=C1)NC(=O)C=1N(C(=CN1)Br)C)Cl)=O